BrC1=NN(C(=C1C(=O)OCC)Br)C(C)CCCO Ethyl 3,5-dibromo-1-(5-hydroxypentan-2-yl)pyrazole-4-carboxylate